BrC1=C(C=CC(=C1)C(F)(F)F)OCC#C 2-bromo-1-(prop-2-yn-1-yloxy)-4-(trifluoromethyl)benzene